4-((1-(cyclopentylmethyl)-1H-benzo[d]imidazol-2-yl)amino)-N-hydroxybenzamide C1(CCCC1)CN1C(=NC2=C1C=CC=C2)NC2=CC=C(C(=O)NO)C=C2